BrC=1N=C(SC1)[C@@H](OCC=1CCN(CC1)C(=O)OCC1=CC=CC=C1)[C@@H]1N=C([C@H](N=C1OCC)C(C)C)OCC benzyl 4-(((S)-(4-bromothiazol-2-yl)((2S,5R)-3,6-diethoxy-5-isopropyl-2,5-dihydropyrazin-2-yl)methoxy)methyl)-3,6-dihydropyridine-1(2H)-carboxylate